2-(6-Chloro-benzothiazol-2-ylamino)-1-methyl-1H-benzoimidazole-5-carboxylic acid methylcarbamoylmethyl-amide CNC(=O)CNC(=O)C1=CC2=C(N(C(=N2)NC=2SC3=C(N2)C=CC(=C3)Cl)C)C=C1